COC(=O)C1=CC=C2C(CN(C2=C1)C1CN(CC1)C(=O)OCC1=CC=CC=C1)(C)C 1-(1-((benzyloxy)carbonyl)pyrrolidin-3-yl)-3,3-dimethylindole-6-Carboxylic acid methyl ester